C(C1=CC=CC=C1)OC(C=O)(C)C 2-(benzyloxy)-2-methylpropionaldehyde